bis[6-[6-(trifluoromethyl)-3-pyridyl]-2-azaspiro[3.3]heptan-2-yl]methanone FC(C1=CC=C(C=N1)C1CC2(CN(C2)C(=O)N2CC3(C2)CC(C3)C=3C=NC(=CC3)C(F)(F)F)C1)(F)F